S1C=NC(=C1)COC(=O)N1CCC(CC1)C=1C=NN2C1N=CC(=C2)CC(=O)O 2-(3-(1-((thiazol-4-ylmethoxy)carbonyl)piperidin-4-yl)pyrazolo[1,5-a]pyrimidin-6-yl)acetic acid